C1(CC1)N(CC1=NC2=CC=C(C=C2C(N1)=O)C)CC(=O)N(C)C1=C(C=CC=C1)Cl 2-(N-cyclopropyl-N-((3,4-dihydro-6-methyl-4-oxoquinazolin-2-yl)methyl)amino)-N-(2-chlorophenyl)-N-methylacetamide